(4-(2-((4-fluorophenyl)amino)-2-oxoacetyl)phenoxy)-N-methylpyridine-carboxamide FC1=CC=C(C=C1)NC(C(=O)C1=CC=C(OC=2C(=NC=CC2)C(=O)NC)C=C1)=O